N1N=NN=C1[C@H]1CN(CCC1)S(=O)(=O)C1=CC=C(C=C1)S(=O)(=O)N(CC)CC (R)-4-((3-(1H-tetrazol-5-yl)piperidin-1-yl)sulfonyl)-N,N-diethylbenzenesulfonamide